C(C)(C)(C)OC(N(CC=1OC=CC1)C=1C2=C(N=C(N1)Cl)C(=C(S2)C[C@H]2NC(OCC2)=O)C)=O.BrC2C(C(C(C(C2(C(C)C2=CC=CC=C2)Br)(Br)Br)(Br)Br)(Br)Br)(Br)Br decabromodiphenyl-ethane tert-butyl-(S)-(2-chloro-7-methyl-6-((2-oxo-1,3-oxazinan-4-yl)methyl)thieno[3,2-d]pyrimidin-4-yl)(furan-2-ylmethyl)carbamate